CC1=C2C=CC=NC2=C(C=C1)C1=C(OC=C1)S(=O)(=O)N (5-Methylquinolin-8-yl)furan-2-sulfonamide